BrC1=CC=C(C=C1)/C=C/C(=O)OC1=C(C=C(C=C1)C1SCCCS1)Cl (E)-2-chloro-4-(1,3-dithian-2-yl)phenyl 3-(4-bromophenyl)acrylate